6,7-dimethoxy-2,3-dihydro-1H-inden-1-one COC1=CC=C2CCC(C2=C1OC)=O